C[C@H]1CN(CC1)[C@H]1COC2=CC=CC=C2[C@@H]1NC=1C=2C=C(NC2C=CC1)C(F)(F)F N-((3R,4S)-3-((R)-3-METHYLPYRROLIDIN-1-YL)CHROMAN-4-YL)-2-(TRIFLUOROMETHYL)-1H-INDOL-4-AMINE